C(C)C=1C(=C(N=NC1)C(=O)N)CC diethylpyridazine-3-carboxamide